COC=1C=C2C(=NC=NC2=CC1OC)OCCCP(O)(O)=O (3-((6,7-dimethoxyquinazolin-4-yl)oxy)propyl)phosphonic acid